BrC=1C=C2[C@H](CN(C(C2=CC1)=O)C1=C(C=CC=C1F)Cl)C(=C)C |r| rac-6-bromo-2-(2-chloro-6-fluorophenyl)-4-(prop-1-en-2-yl)-3,4-dihydroisoquinolin-1(2H)-one